C(C)OC1=CC=C(C=N1)C1=CN=CC(=N1)C(=O)NC=1NC2=C(C=CC(=C2C1)OC)F 6-(6-ethoxypyridin-3-yl)-N-(7-fluoro-4-methoxy-1H-indol-2-yl)pyrazine-2-carboxamide